6-(4-((6-methoxypyridin-3-yl)oxy)piperidin-1-yl)-N,5-dimethyl-N-(2-(pyridin-2-yl)ethyl)pyrimidin-4-amine COC1=CC=C(C=N1)OC1CCN(CC1)C1=C(C(=NC=N1)N(CCC1=NC=CC=C1)C)C